4-({[4-(chloromethyl)phenyl]carbonyl}amino)-2-(1,2,2,4,8,10,10,11-octamethyl-10,11-dihydro-2H-pyrano[3,2-g:5,6-g']diquinolin-1-ium-6-yl)benzoate ClCC1=CC=C(C=C1)C(=O)NC1=CC(=C(C(=O)[O-])C=C1)C1=C2C=C3C(=CC([N+](=C3C=C2OC2=C1C=C1C(=CC(N(C1=C2)C)(C)C)C)C)(C)C)C